Cl.[Cl-].C1(=CC=CC=C1)[PH+](C1=CC=CC=C1)C1=CC=CC=C1 triphenyl-phosphonium chloride hydrochloride